C(C1CO1)C1C2(CC3(CCCCC3)C1=O)CCCCCCCCCCC2 20-(2,3-epoxy-propyl)dispiro-(5.1.11.2)-heneicosan-21-one